N1C=CC2=CC=C(C=C12)NC(NC(C(=O)OC)C1=CC2=C(SCCN2CC2=CC=CC=C2)C=C1)=O methyl 2-(3-(1H-indol-6-yl)ureido)-2-(4-benzyl-3,4-dihydro-2H-benzo[b][1,4]thiazin-6-yl)acetate